C(C)(C)NC(O[C@H]1C[C@H](CC1)C=1NN=C(C1)NC(=O)C=1N(N=C(C1)C1=C(C(=CC(=C1)OC)O)C=O)C)=O (1R,3S)-3-{5-[5-(2-formyl-3-hydroxy-5-methoxy phenyl)-2-methylpyrazole-3-amido]-2H-pyrazol-3-yl}cyclopentyl N-isopropylcarbamate